dipyridine iridium [Ir].N1=CC=CC=C1.N1=CC=CC=C1